N-((S)-1-(3,4-difluorophenyl)ethyl)-2-(((R)-1-(4-methoxyphenyl)-2-(2-oxo-2,3-dihydro-1H-benzo[d]imidazol-5-yloxy)ethyl)amino)nicotinamide FC=1C=C(C=CC1F)[C@H](C)NC(C1=C(N=CC=C1)N[C@@H](COC1=CC2=C(NC(N2)=O)C=C1)C1=CC=C(C=C1)OC)=O